4-(N-(5,6-dichloro-3-nitropyridin-2-yl)-2-ethoxy-2-ketoacetamido)piperidine ClC=1C=C(C(=NC1Cl)N(C(C(=O)OCC)=O)C1CCNCC1)[N+](=O)[O-]